C1CN(CCC1C=O)C(=O)OCC2=CC=CC=C2 N-Cbz-piperidine-4-carbaldehyde